m-fluoroazoxybenzene FC=1C=C(C=CC1)[N+]([O-])=NC1=CC=CC=C1